ethyl 5-(4-(4-(2,6-difluorobenzyl)-5-oxo-4,5-dihydro-1H-1,2,4-triazol-1-yl)-2-fluorophenoxy)-4-methylisoxazole-3-carboxylate FC1=C(CN2C=NN(C2=O)C2=CC(=C(OC3=C(C(=NO3)C(=O)OCC)C)C=C2)F)C(=CC=C1)F